CS(=O)(=O)OCC1CCN(CC1)S(=O)(=O)C (1-(methylsulfonyl)piperidin-4-ylmethyl) methanesulfonate